2-((4-(p-methylbenzyloxy)phenyl)amino)-4-methyl-5-acetylthiazole CC1=CC=C(COC2=CC=C(C=C2)NC=2SC(=C(N2)C)C(C)=O)C=C1